S1C=NC2=C1C=CC(=C2)CN(C(=O)[C@H]2N([C@@H]1C[C@@H]1C2)S(=O)(=O)C2=CC=C(C)C=C2)C2CC1CC1CC2 (1R,3S,5R)-N-(benzo[d]thiazol-5-ylmethyl)-N-(bicyclo[4.1.0]heptan-3-yl)-2-tosyl-2-azabicyclo[3.1.0]hexane-3-carboxamide